bisethyl-(isostearyl-imidazoline) C(C)C1N=C(N(C1)CCCCCCCCCCCCCCCC(C)C)CC